C(#N)C1=C(C(=CC=C1)OC)CC(=O)N[C@H](C(=O)O)CCN(CCCCC1=NC=2NCCCC2C=C1)C[C@@H](CF)OC (S)-2-(2-(2-cyano-6-methoxyphenyl)acetamido)-4-(((S)-3-fluoro-2-methoxypropyl)(4-(5,6,7,8-tetrahydro-1,8-naphthyridin-2-yl)butyl)amino)butanoic acid